N-(4-(hydroxymethyl)tetrahydro-2H-pyran-4-yl)-2-methyl-5-((5-methylpyrazin-2-yl)methoxy)benzofuran-3-carboxamide OCC1(CCOCC1)NC(=O)C1=C(OC2=C1C=C(C=C2)OCC2=NC=C(N=C2)C)C